C1(CCCC1)CNC=1C2=C(N=C(N1)NC1=C(C=C(C=C1)P1(CCN(CC1)C1COC1)=O)OC)NC=C2C#N 4-((cyclopentylmeth-yl)amino)-2-((2-methoxy-4-(1-(oxetan-3-yl)-4-oxido-1,4-azaphosphinan-4-yl)phenyl)amino)-7H-pyrrolo[2,3-d]pyrimidine-5-carbonitrile